C(Cl)Cl monomethylene chloride